Glycerol tris(ethylhexanoate) C(C)C(C(=O)OCC(OC(C(CCCC)CC)=O)COC(C(CCCC)CC)=O)CCCC